(1S,2S,3S,6R)-6-((cyclohexylmethyl)amino)-4-(fluoromethyl)cyclohex-4-ene-1,2,3-triol formate C(=O)O.C1(CCCCC1)CN[C@@H]1C=C([C@@H]([C@@H]([C@H]1O)O)O)CF